OC=1C=2N(C=C(N1)C=1C=NN(C1)CC1=CC=C(C=C1)OC)N=C(C2)C(=O)O 4-hydroxy-6-(1-(4-methoxybenzyl)-1H-pyrazol-4-yl)pyrazolo[1,5-a]Pyrazine-2-Carboxylic acid